dithio-bis(1H-imidazole-1-carboxylate) N1(C(=NC=C1)SSC=1N(C=CN1)C(=O)[O-])C(=O)[O-]